4-bromo-1-[(4-methoxyphenyl)methyl]-3,5-dimethyl-pyrazole BrC=1C(=NN(C1C)CC1=CC=C(C=C1)OC)C